NC(C(C)O)O amino-1,2-propanediol